4-(5-amino-2-(5-aza-spiro[2.4]heptan-5-yl)phenyl)-6-methyl-1-tosyl-1H-pyrrolo[2,3-c]pyridin-7(6H)-one NC=1C=CC(=C(C1)C=1C2=C(C(N(C1)C)=O)N(C=C2)S(=O)(=O)C2=CC=C(C)C=C2)N2CC1(CC1)CC2